N-((5-fluoro-6-((3-methylisoxazol-5-yl)methoxy)-1H-indol-2-yl)methyl)-1-methylcyclopropane-1-carboxamide FC=1C=C2C=C(NC2=CC1OCC1=CC(=NO1)C)CNC(=O)C1(CC1)C